S-(3-phenylprop-2-yn-1-yl)ethanethioate C1(=CC=CC=C1)C#CCS=C(C)[O-]